N-(tert-butyldimethylsilyl)-4-[(7-methoxyquinolin-4-yl)oxy]benzenesulfonamide [Si](C)(C)(C(C)(C)C)NS(=O)(=O)C1=CC=C(C=C1)OC1=CC=NC2=CC(=CC=C12)OC